C1=CC=CC=2C3=CC=CC=C3C(C12)COC(=O)N[C@H]1[C@H](CCCC1)CCC(=O)O 3-((1R,2R)-2-((((9H-fluoren-9-yl)methoxy)carbonyl)amino)cyclohexyl)propanoic acid